C1(CC1)C1=NC=NC(=C1C=1N=C(C2=C(N1)CCN(C2)C#N)OCC=2C=NC(=CC2)C=2N(C=C(N2)C(F)(F)F)C(C)C)OC 2-(4-cyclopropyl-6-methoxypyrimidin-5-yl)-4-((6-(1-isopropyl-4-(trifluoro-methyl)-1H-imidazol-2-yl)pyridin-3-yl)methoxy)-7,8-dihydropyrido[4,3-d]pyrimidine-6(5H)-carbonitrile